ClC1=C(C=O)C=CC(=C1)OC1=NC=CC=C1Cl 2-chloro-4-((3-chloropyridin-2-yl)oxy)benzaldehyde